Cl.ClC1=CC=C(C=C1)C[C@@H](C(=O)OCC(F)(F)F)NC 2,2,2-Trifluoroethyl (S)-3-(4-chlorophenyl)-2-(methylamino)propanoate hydrochloride